(R)-(4-(4-chloropyrazolo[1,5-a]pyridin-2-yl)-6,7-dihydro-1H-imidazo[4,5-c]pyridin-5(4H)-yl)(6-methylpyrazolo[1,5-a]pyridin-3-yl)methanone ClC=1C=2N(C=CC1)N=C(C2)[C@@H]2N(CCC1=C2N=CN1)C(=O)C=1C=NN2C1C=CC(=C2)C